N-Ethyl-N-methyl(1,1,2,2-tetramethyldisilanyl)amine C(C)N(C)[Si]([SiH](C)C)(C)C